FC([C@H]1C=2C(=CC=NC2CCC1)O)(F)F (5R)-5-(trifluoromethyl)-5,6,7,8-tetrahydroquinolin-4-ol